Harmine-HCl salt Cl.C1(C)=NC=CC=2C3=CC=C(OC)C=C3NC12